BrC1=C(CP(OCC)(=O)C)C=C(C=C1)CO ethyl (2-bromo-5-(hydroxymethyl)benzyl)(methyl)phosphinate